4-[6-(2-Cyano-1,1-dimethyl-ethyl)-5-(4-fluorophenyl)-1H-pyrrolo[2,3-f]indazol-7-yl]benzoic acid C(#N)CC(C)(C)C1=C(C2=C(C=C3C=NNC3=C2)N1C1=CC=C(C=C1)F)C1=CC=C(C(=O)O)C=C1